(8R/S)-4-(((1R)-1-(3-(difluoro(2-methyloxiran-2-yl)methyl)-2-fluorophenyl)ethyl)amino)-8-methoxy-2,6,8-trimethyl-6,8-dihydro-7H-pyrrolo[2,3-g]quinazolin-7-one FC(C=1C(=C(C=CC1)[C@@H](C)NC1=NC(=NC2=CC3=C(C=C12)N(C([C@]3(C)OC)=O)C)C)F)(C3(OC3)C)F |&1:23|